FC(C1=C(C=CC=C1)C=1C(=CNC1)C#N)(F)F 4-(2-(trifluoromethyl)phenyl)-1H-pyrrole-3-carbonitrile